3-(benzofuran-3-yl)-1-(2,2-difluoroethyl)pyrazolo[4,3-c]Pyridine-6-carboxylic acid methyl ester COC(=O)C1=CC2=C(C=N1)C(=NN2CC(F)F)C2=COC1=C2C=CC=C1